4-(5-(3-fluoro-1H-pyrrolo[2,3-b]pyridin-4-yl)-[1,1'-biphenyl]-2-yl)-1,3,5-trimethylpiperidin-4-ol FC1=CNC2=NC=CC(=C21)C=2C=CC(=C(C2)C2=CC=CC=C2)C2(C(CN(CC2C)C)C)O